C(C)OC1=NC=CC=C1C1=CC(=C2C(=N1)C(=NN2C(C)C)C)NCC2=NC=CN=C2OC 5-(2-ethoxy-3-pyridinyl)-1-isopropyl-N-[(3-methoxypyrazin-2-yl)methyl]-3-methyl-pyrazolo[4,3-b]pyridin-7-amine